2-methylpiperidine-1,3-dicarboxylic acid 1-tert-butyl 3-ethyl ester C(C)OC(=O)C1C(N(CCC1)C(=O)OC(C)(C)C)C